ClC=1C=CC2=C(C(C[C@@H](O2)C(=O)N[C@@H]2CC[C@H](CC2)C(N[C@@H]2C[C@@H](C2)OC(F)(F)F)=O)=O)C1 (2R)-6-chloro-4-oxo-N-[trans-4-{[cis-3-(trifluoromethoxy)cyclobutyl]carbamoyl}cyclohexyl]-3,4-dihydro-2H-1-benzopyran-2-carboxamide